C(#N)C=1C(=NC(=CC1C(F)(F)F)C)N1CSC[C@H]1C(=O)N(C=1C=C(C=CC1)C)C (R)-3-(3-cyano-6-methyl-4-(trifluoromethyl)pyridin-2-yl)-N-methyl-N-(m-tolyl)thiazolidine-4-carboxamide